O1C=CC2=C1C=CC(=C2)/C=C/C(=O)C2=C(C=C(C=C2CC2OC(C(C(C2O)O)O)CO)C)O (E)-3-(1-Benzofuran-5-yl)-1-[2-hydroxy-4-methyl-6-[[3,4,5-trihydroxy-6-(hydroxymethyl)oxan-2-yl]methyl]phenyl]prop-2-en-1-one